Phenylmethylbenzyl acetate C(C)(=O)OC(C1=CC=CC=C1)CC1=CC=CC=C1